C(C)(C)(C)OC(=O)N1CC(C1)(COC)COC 3,3-bis(methoxymethyl)azetidine-1-carboxylic acid tert-butyl ester